C(CC)OC(CCCCC\C=C/CCO)OCCC (3Z)-10,10-dipropoxy-3-decen-1-ol